[(furan-2-yl)methyl]-7-(4-methoxyphenyl)-7H-pyrrolo[2,3-d]pyrimidin-4-amine O1C(=CC=C1)CC=1N=C(C2=C(N1)N(C=C2)C2=CC=C(C=C2)OC)N